methyl 1-[3-[4-(cyclopropylcarbamoyl)-3-(difluoromethoxy)-5-methoxy-phenyl]imidazo[1,2-a]pyridin-7-yl]cyclopropanecarboxylate C1(CC1)NC(=O)C1=C(C=C(C=C1OC)C1=CN=C2N1C=CC(=C2)C2(CC2)C(=O)OC)OC(F)F